(2R)-2-[[(2R)-2-(tert-butoxycarbonylamino)-3-phenyl-propionyl]amino]-4-fluoro-4-methyl-pentanoic acid C(C)(C)(C)OC(=O)N[C@@H](C(=O)N[C@@H](C(=O)O)CC(C)(C)F)CC1=CC=CC=C1